CC1=CC(=NN1C(=O)OC(C)(C)C)NC1=NC(=NC(=C1)O[C@H]1COCC1)N(C1C[C@H]2CCC[C@@H](C1)N2C(CC)=O)C tert-butyl 5-methyl-3-((2-(methyl((1R,3s,5S)-9-propionyl-9-azabicyclo[3.3.1]nonan-3-yl)amino)-6-(((R)-tetrahydrofuran-3-yl)oxy)pyrimidin-4-yl)amino)-1H-pyrazole-1-carboxylate